2-(difluoromethyl)-5-(6-methylpyridin-3-yl)-1,3,4-oxadiazole FC(C=1OC(=NN1)C=1C=NC(=CC1)C)F